2-hydroxy-N,N-dimethyl-3-(2-((5-methylfuran-2-yl)(tetrahydro-2H-pyran-4-yl)methylamino)-3,4-dioxocyclobut-1-enylamino)benzamide OC1=C(C(=O)N(C)C)C=CC=C1NC1=C(C(C1=O)=O)N(CC1CCOCC1)C=1OC(=CC1)C